C1(=CC=CC=C1)C1OCCC(C1)C(=O)O Phenyltetrahydro-2H-pyran-4-carboxylic acid